METHYL 1-CHLORO-8-METHYL-8,9-DIHYDROFURO[2,3-H]ISOQUINOLINE-6-CARBOXYLATE ClC1=NC=CC2=CC(=C3C(=C12)CC(O3)C)C(=O)OC